tert-butyl (2S)-2-[[tert-butyl(dimethyl)silyl]oxymethyl]-5-oxo-pyrrolidine-1-carboxylate [Si](C)(C)(C(C)(C)C)OC[C@H]1N(C(CC1)=O)C(=O)OC(C)(C)C